C(C)(=O)OCCCC/C=C/CC(=O)O (E)-8-acetoxy-3-octenoic acid